methyl 4-((4-((3-(2,6-dichlorophenyl)-5-isopropylisoxazol-4-yl)methoxy)benzyl)oxy)benzoate ClC1=C(C(=CC=C1)Cl)C1=NOC(=C1COC1=CC=C(COC2=CC=C(C(=O)OC)C=C2)C=C1)C(C)C